Tert-butyl N-{5-chloro-3-[(2,6-dioxopiperidin-3-yl)carbamoyl]thiophen-2-yl}carbamate ClC1=CC(=C(S1)NC(OC(C)(C)C)=O)C(NC1C(NC(CC1)=O)=O)=O